(S)-4-(5-(5-fluoro-2-methoxypyridin-4-yl)-1H-pyrazole-3-carbonyl)-N-((2-methyl-5-(trifluoromethyl)oxazol-4-yl)methyl)-4-azaspiro[2.5]octane-7-carboxamide FC=1C(=CC(=NC1)OC)C1=CC(=NN1)C(=O)N1C2(CC2)C[C@H](CC1)C(=O)NCC=1N=C(OC1C(F)(F)F)C